1-Methyl-4-(propan-2-ylidene)cyclohexyl-4-hydroxybenzoat CC1(CCC(CC1)=C(C)C)OC(C1=CC=C(C=C1)O)=O